BrC=1C(=CC(=C(C1)C1=CC=C2C(=CN=NC2=C1)NCC1=C(C=C(C=C1)OC)OC)N1N=CC=C1)OC(C)C 7-(5-BROMO-4-PROPAN-2-YLOXY-2-PYRAZOL-1-YLPHENYL)-N-[(2,4-DIMETHOXYPHENYL)METHYL]CINNOLIN-4-AMINE